CC1=CC=C(C=C1)S(=O)(=O)OCC1(CC1)C#N (1-cyanocyclopropyl)methyl 4-methylbenzenesulfonate